NC1=C(C2=C(N=C(O2)C)C=C1C#N)Br 6-amino-7-bromo-2-methylbenzo[d]oxazole-5-carbonitrile